FC=1C=C(C#N)C=C(C1)OC1=C2CCC(C2=C(C=C1F)S(=O)(=O)C)O 3-fluoro-5-(5-fluoro-1-hydroxy-7-methylsulfonyl-indan-4-yl)oxy-benzonitrile